(3R,6S)-isopropyl 6-(4-aminobutyl)-3-(cyclohexylmethyl)-4,7-dioxo-8-phenethylhexahydropyrazino[2,1-c][1,2,4]oxadiazine-1(6H)-carboxylate NCCCC[C@H]1C(N(CC2N(O[C@@H](C(N21)=O)CC2CCCCC2)C(=O)OC(C)C)CCC2=CC=CC=C2)=O